1-aminodecane-1,1-diphosphonic acid NC(CCCCCCCCC)(P(O)(=O)O)P(O)(=O)O